(E)-3-(4-((4-carbamoyl-2-nitrophenyl)amino)but-2-en-1-yl)-2-(1-ethyl-3-methyl-1H-pyrazole-5-carboxamido)-3H-imidazo[4,5-b]pyridine-6-carboxamide C(N)(=O)C1=CC(=C(C=C1)NC/C=C/CN1C(=NC=2C1=NC=C(C2)C(=O)N)NC(=O)C2=CC(=NN2CC)C)[N+](=O)[O-]